4-({[5-(3-Chlorophenyl)-1,3-oxazol-2-yl]methyl}sulfanyl)-6-(1-methyl-1H-pyrazol-4-yl)-1,3,5-triazin-2-amin ClC=1C=C(C=CC1)C1=CN=C(O1)CSC1=NC(=NC(=N1)C=1C=NN(C1)C)N